ClC1=C(N(C(C2=C(C=CC=C12)C#CC1=NC=CC=C1)=O)C1=CC=CC=C1)[C@H](C)NC=1C2=C(N=CN1)NC=CC2=O (S)-4-((1-(4-chloro-1-oxo-2-phenyl-8-(pyridin-2-ylethynyl)-1,2-dihydroisoquinolin-3-yl)ethyl)amino)pyrido[2,3-d]pyrimidin-5(8H)-one